ClC=1C(=NC(=NC1)NC1=CC(=CC(=C1)CN1C[C@H](N[C@H](C1)C)C)C1CC1)C1C(NC2=CC(=CC=C12)C)=O 3-(5-chloro-2-((3-cyclopropyl-5-(((3R,5S)-3,5-dimethylpiperazin-1-yl)methyl)phenyl)amino)pyrimidine-4-yl)-6-methylindolin-2-one